BrC1=CC(=C2C=NN(C2=C1)C1OCCCC1)[N+](=O)[O-] 6-bromo-4-nitro-1-(tetrahydro-2H-pyran-2-yl)-1H-indazole